methyl-3-ethoxy-4-((2-methylundec-2-en-5-yl)oxy)benzaldehyde CC1=C(C=O)C=CC(=C1OCC)OC(CC=C(C)C)CCCCCC